(4-(1H-indol-3-yl)thiophen-2-yl)-4-oxobutanoic acid benzyl ester C(C1=CC=CC=C1)OC(C(CC=O)C=1SC=C(C1)C1=CNC2=CC=CC=C12)=O